N-(TERT-BUTYL)-2-(4-FORMYL-2-METHOXYPHENOXY)ACETAMIDE C(C)(C)(C)NC(COC1=C(C=C(C=C1)C=O)OC)=O